2-(2-chloro-3-(2-(((R)-((R)-8-cyano-1,2,3,4-tetrahydroquinoxalin-2-yl)(phenyl)methyl)amino)ethyl)phenyl)acetic acid ClC1=C(C=CC=C1CCN[C@H](C1=CC=CC=C1)[C@@H]1NC2=C(C=CC=C2NC1)C#N)CC(=O)O